(R) or (S)-α-methoxy-α-phenylacetic acid CO[C@@H](C(=O)O)C1=CC=CC=C1 |o1:2|